NCC1=C(C=CC=C1)N1CCC(CC1)N(C)C 1-(2-(aminomethyl)phenyl)-N,N-dimethylpiperidin-4-amine